2-(1,1-dimethylisochroman-8-yl)-2-(3-((5-(7-methyl-5,6,7,8-tetrahydro-1,8-naphthyridin-2-yl)pentyl)oxy)azetidin-1-yl)acetic acid CC1(OCCC2=CC=CC(=C12)C(C(=O)O)N1CC(C1)OCCCCCC1=NC=2NC(CCC2C=C1)C)C